5-(cyclopentylidenemethyl)-2-methylbenzofuran-3-carboxylic acid C1(CCCC1)=CC=1C=CC2=C(C(=C(O2)C)C(=O)O)C1